(R)-Ricinoleic Acid C(CCCCCCC\C=C/C[C@H](O)CCCCCC)(=O)O